C(=O)C=P(C1=CC=CC=C1)(C1=CC=CC=C1)C1=CC=CC=C1 (Formylmethylen)-Triphenylphosphin